N1C(=NC=C1)CN1C2CN(CC1C2)C2=CC=C(C=N2)C=2C=1N(C=C(C2)OCC(C)(C)O)N=CC1C#N 4-(6-(6-((1H-imidazol-2-yl)methyl)-3,6-diazabicyclo[3.1.1]heptan-3-yl)pyridin-3-yl)-6-(2-hydroxy-2-methylpropoxy)pyrazolo[1,5-a]pyridine-3-carbonitrile